tert-Butyl 6-[4-[2-[1-(6,7-dihydro-5H-pyrrolo[1,2-c]imidazol-1-yl)-2-oxo-2-(thiazol-2-ylamino)ethyl]-7-fluoro-3-oxo-isoindolin-5-yl]phenyl]-2,6-diazaspiro[3.3]heptane-2-carboxylate C1(=C2N(C=N1)CCC2)C(C(NC=2SC=CN2)=O)N2CC1=C(C=C(C=C1C2=O)C2=CC=C(C=C2)N2CC1(CN(C1)C(=O)OC(C)(C)C)C2)F